(2S)-5-(3-Fluorophenyl)pyrrolidine-2-carboxylic acid methyl ester COC(=O)[C@H]1NC(CC1)C1=CC(=CC=C1)F